2-(3-hydroxy-1-piperidinyl)-4-[[5-(4-hydroxy-1-piperidinyl)-2-pyridinyl]amino]-6H-1,6-naphthyridin-5-one OC1CN(CCC1)C1=NC=2C=CNC(C2C(=C1)NC1=NC=C(C=C1)N1CCC(CC1)O)=O